C1(C(C=CC2=CC3=CC=CC=C3C=C12)O)O dihydroanthracenediol